C(CCCCCCCCCCCCCCCCC)CCCCCCCCCCCCCCCCCCCl octadecyl-stearyl chloride